NC1=C(C=C(C=C1)OC)C(C)=O 1-(2-amino-5-methoxyphenyl)ethan-1-one